C(#N)C(C)(C)C=1C=CC=2N(C1)N=CC2C2=CC(=C(C(=O)NC1C(C1)F)C(=C2)OC)OC(F)F 4-[6-(1-Cyano-1-methyl-ethyl)pyrazolo[1,5-a]pyridin-3-yl]-2-(difluoromethoxy)-N-(2-fluorocyclopropyl)-6-methoxy-benzamide